NC(C)(C)C1=CC(=NC(=C1)OC1[C@@H]2CN(C[C@H]12)C(=O)C1=C(N=C(S1)C1=NC=CC=N1)C)C1=CC(=C(C#N)C=C1)F 4-(4-(2-aminopropan-2-yl)-6-(((1R,5S,6s)-3-(4-methyl-2-(pyrimidin-2-yl)thiazole-5-carbonyl)-3-azabicyclo[3.1.0]hexan-6-yl)oxy)pyridin-2-yl)-2-fluorobenzonitrile